(+)-7-{1-[1-(2-Fluorophenyl)-1H-1,2,3-triazol-4-yl]propyl}-5-(3-methoxypyrazin-2-yl)-7H-pyrrolo[2,3-d]pyrimidin-4-amine FC1=C(C=CC=C1)N1N=NC(=C1)C(CC)N1C=C(C2=C1N=CN=C2N)C2=NC=CN=C2OC